C(C)=O.[P] phosphorus (dicarbanon)